BrC=1C(=NC=C(C1C)C)Cl 3-bromo-2-chloro-4,5-dimethyl-pyridine